(2-(benzo[c][1,2,5]oxadiazol-5-ylmethoxy)-5-chloro-4-((2-fluoro-[1,1'-biphenyl]-3-yl)methoxy)benzyl)-L-leucyl-D-leucine N=1ON=C2C1C=CC(=C2)COC2=C(CN[C@@H](CC(C)C)C(=O)N[C@H](CC(C)C)C(=O)O)C=C(C(=C2)OCC=2C(=C(C=CC2)C2=CC=CC=C2)F)Cl